3-(2-methylbut-3-yn-2-yl)pyridine CC(C)(C#C)C=1C=NC=CC1